2-[2-(difluoromethoxy)-6-methoxypyridin-4-yl]propanoic Acid FC(OC1=NC(=CC(=C1)C(C(=O)O)C)OC)F